Dibenzyl dicarbonate C(=O)(OCC1=CC=CC=C1)OC(=O)OCC1=CC=CC=C1